(rac)-(2s,4s)-2-(6-(3-(1-Methylcyclopropyl)phenyl)-3-azabicyclo[4.1.0]heptan-3-carbonyl)-7-oxa-5-azaspiro[3.4]octan-6-on CC1(CC1)C=1C=C(C=CC1)C12CCN(CC2C1)C(=O)C1CC2(C1)NC(OC2)=O